4-(3-methylbutan-2-yl)-1,1'-biphenyl CC(C(C)C1=CC=C(C=C1)C1=CC=CC=C1)C